(S)-tert-butyl 2-(1-((tert-butoxycarbonyl)amino) but-3-en-1-yl)-4-(4-fluorophenyl)-1H-imidazole-1-carboxylate C(C)(C)(C)OC(=O)N[C@@H](CC=C)C=1N(C=C(N1)C1=CC=C(C=C1)F)C(=O)OC(C)(C)C